N-decylpyridinium acetate C(C)(=O)[O-].C(CCCCCCCCC)[N+]1=CC=CC=C1